Methyl 4-((2R,3S,4S,5R)-3-(3,4-difluoro-2-methoxyphenyl)-4,5-dimethyl-5-(trifluoromethyl)tetrahydrofuran-2-carboxamido)picolinate FC=1C(=C(C=CC1F)[C@H]1[C@@H](O[C@]([C@H]1C)(C(F)(F)F)C)C(=O)NC1=CC(=NC=C1)C(=O)OC)OC